C(C)[Si](CC)(CC)Cl triethylsilyl chloride